5-[4-[[(3,6-dimethoxy-2-pyridinyl)amino]methyl]-2-fluoro-6-hydroxy-phenyl]-1,1-dioxo-1,2,5-thiadiazolidin-3-one COC=1C(=NC(=CC1)OC)NCC1=CC(=C(C(=C1)O)N1CC(NS1(=O)=O)=O)F